C(=O)(OC(C)(C)C)N[C@H](CC(=O)O)CC1=CC=C(C=C1)C(C)(C)C (S)-3-(Boc-amino)-4-(4-tert-butylphenyl)butanoic acid